methyl 2-(chloromethyl)-3-[[(3R)-tetrahydrofuran-3-yl]methyl]benzimidazole-5-carboxylate ClCC=1N(C2=C(N1)C=CC(=C2)C(=O)OC)C[C@@H]2COCC2